(E)-1-(1-(3-oxobut-1-en-1-yl)cyclopropyl)-1H-indole-3-carbaldehyde O=C(/C=C/C1(CC1)N1C=C(C2=CC=CC=C12)C=O)C